3,7-Dibromo-3H-isobenzofuran-1-one BrC1OC(C2=C(C=CC=C12)Br)=O